2-[5-Amino-1-(cyclopropylmethyl)-8-(2-furyl)-2-oxo-[1,2,4]triazolo[5,1-f]purin-3-ylethyl]pyrazole-4-carboxylic acid NN1C=NC(=C2N3C(N=C12)N(C(N3CC3CC3)=O)CCN3N=CC(=C3)C(=O)O)C=3OC=CC3